7-methoxy-9,9-dimethyl-2,3-dihydro-oxazolo[3,2-a]indol COC1=CC=2C(C3N(C2C=C1)CCO3)(C)C